C1(CC1)C1=CC=C(C=C1)N1N=C(C2=CC=CC(=C12)F)C1=CC(N(C=C1)CC1=NC(=NC=C1)NC)=O 4-(1-(4-cyclopropylphenyl)-7-fluoro-1H-indazol-3-yl)-1-((2-(methylamino)pyrimidin-4-yl)methyl)pyridin-2(1H)-one